OC[C@H]1C2(CCCO2)CCN(C1)C1=NC(=C(C#N)C(=C1)N1CC(C1)N1CCNCC1)C(F)(F)F 6-((6S)-6-(Hydroxymethyl)-1-oxa-8-azaspiro[4.5]decan-8-yl)-4-(3-(piperazin-1-yl)azetidin-1-yl)-2-(trifluoromethyl)nicotinonitrile